FC1=CC=C(C=C1C1=CC=CC=C1)B(O)O (6-fluoro-[1,1'-biphenyl]-3-yl)boronic acid